FC=1C(=C(C=CC1F)N[C@@H]([C@](C(F)(F)F)(O)C)C)OC (2R,3R)-3-((3,4-difluoro-2-methoxyphenyl)amino)-1,1,1-trifluoro-2-methylbutan-2-ol